propyltris(trimethylsilyloxy)silane C(CC)[Si](O[Si](C)(C)C)(O[Si](C)(C)C)O[Si](C)(C)C